tert-butyl 4-(2-(chloromethyl)-6-cyclopropylimidazo[1,2-a]pyridin-8-yl)piperazine-1-carboxylate ClCC=1N=C2N(C=C(C=C2N2CCN(CC2)C(=O)OC(C)(C)C)C2CC2)C1